NCCOCCOCCOCCOCCOCCNC1=CC(=C(C(=O)NC=2SC(=CN2)Cl)C=C1)C 4-((17-amino-3,6,9,12,15-pentaoxaheptadecyl)amino)-N-(5-chlorothiazol-2-yl)-2-methylbenzamide